[C@H]1(CC[C@H](CC1)CC(=O)O)CC(=O)O trans-1,4-cyclohexanediacetic acid